trithiophosphoric acid tris-[carboxy-i-octyloxy]-methyl ester C(=O)(O)C(CCCCC(C)C)OC(OC(CCCCC(C)C)C(=O)O)(OC(CCCCC(C)C)C(=O)O)SP(S)(O)=S